(S)-(1-(4-(2,2-bis(4-fluorophenyl)acetyl)piperazin-1-yl)-1-oxopropan-2-yl)carbamic acid tert-butyl ester C(C)(C)(C)OC(N[C@H](C(=O)N1CCN(CC1)C(C(C1=CC=C(C=C1)F)C1=CC=C(C=C1)F)=O)C)=O